NC1=C2C(=NC=N1)N(N=C2C2=CC=C(C=C2)CNC(C2=C(C=C(C=C2)C)OC)=O)C2CCCC2 N-[[4-(4-amino-1-cyclopentyl-pyrazolo[3,4-D]pyrimidin-3-yl)phenyl]methyl]-2-methoxy-4-methyl-benzamide